(S)-4-(4-methylpiperazin-1-yl)-6-(4-(1-phenylethoxy)phenyl)-7H-pyrrolo[2,3-d]pyrimidine CN1CCN(CC1)C=1C2=C(N=CN1)NC(=C2)C2=CC=C(C=C2)O[C@@H](C)C2=CC=CC=C2